NCC1=CC2=C(NC(=N2)C2=CC3=C(OCCC4=C3SC=C4)C=C2C=2C(=NC(=CC2)C(NCCC)=O)C(=O)OC)C=C1 methyl 3-(9-(5-(aminomethyl)-1H-benzo[d]imidazol-2-yl)-4,5-dihydrobenzo[b]thieno[2,3-d]oxepin-8-yl)-6-(propylcarbamoyl)picolinate